CN(CC[N+]1=C(C(C=2C3=C(C=CC12)C=CC=C3)(C)C)\C=C\C3=C/C(/CCC3)=C/C=C\3/N(C=1C=CC2=C(C1C3(C)C)C=CC=C2)C)C 3-(2-(dimethylamino)ethyl)-1,1-dimethyl-2-((E)-2-((E)-3-((E)-2-(1,1,3-trimethyl-1,3-dihydro-2H-benzo[e]indol-2-ylidene)ethylidene)cyclohex-1-en-1-yl)vinyl)-1H-benzo[e]indol-3-ium